ClC1=CC=C(C=C1)C(C)(C#C)C=1N=C(SC1)NC(=O)NCC(CO)O 1-(4-(2-(4-chlorophenyl)but-3-yn-2-yl)thiazol-2-yl)-3-(2,3-dihydroxypropyl)urea